FC1=NC(=CC2=CC=CC=C12)C fluoro-3-methylisoquinoline